C(C(=C)C)(=O)OCCN1C=2C=CC=CC2C(C2=CC=CC=C12)=C(C#N)C#N 2-(9-(dicyanomethylene)acridin-10(9H)-yl)ethyl methacrylate